CN(C1=NS(N=C1)=O)C 3-(dimethylamino)-1,2,5-thiadiazol-1-oxide